N1=NN(C2=NC=CC=C21)C2=CC(=C(C(=O)N([C@H]1CNCCC1)C=1N=CC=C3C1N(C=C3C)C)C=C2)F (R)-4-(3H-[1,2,3]triazolo[4,5-b]pyridin-3-yl)-N-(1,3-dimethyl-1H-pyrrolo[2,3-c]pyridin-7-yl)-2-fluoro-N-(piperidin-3-yl)benzamide